tert-butyl (S)-2-(7-(2,6-dioxopiperidin-3-yl)-6-oxo-7,8-dihydro-2H,6H-spiro[furo[2,3-e]isoindole-3,4'-piperidin]-1'-yl)-7-azaspiro[3.5]nonane-7-carboxylate O=C1NC(CC[C@@H]1N1C(C2=CC=C3C(=C2C1)OCC31CCN(CC1)C1CC3(C1)CCN(CC3)C(=O)OC(C)(C)C)=O)=O